4-(7-morpholinoquinazolin-5-yl)oxy-N-(2-pyridinyl)cyclohexanecarboxamide O1CCN(CC1)C1=CC(=C2C=NC=NC2=C1)OC1CCC(CC1)C(=O)NC1=NC=CC=C1